ClC1=C(C=CC=C1C=1N=C(C=NC1)OC)C1=C(C(=CC=C1)NC=1C2=C(N=C(N1)C(F)F)C=C(C=N2)CN2C[C@@H](CC2)O)C (R)-5-(2-chloro-3'-((2-(difluoromethyl)-7-((3-hydroxypyrrolidin-1-yl)methyl)pyrido[3,2-d]pyrimidin-4-yl)amino)-2'-methyl-[1,1'-biphenyl]-3-yl)-3-methoxypyrazine